3-ethyl-N-(3-methyl-2-oxo-3,4-dihydro-1H-quinolin-6-yl)pyridine-4-carboxamide C(C)C=1C=NC=CC1C(=O)NC=1C=C2CC(C(NC2=CC1)=O)C